[N+](=O)([O-])C1=CC=C(C=C1)N1CC2(CC1)C(NC(CC2)=O)=O (+)-2-(4-nitrophenyl)-2,7-diazaspiro[4.5]decane-6,8-dione